Di-Ethyl-Phosphat C(C)OP(=O)(OCC)[O-]